(isopropylamino)-3-(naphthalen-1-ylmethoxy)propan-2-ol C(C)(C)NCC(COCC1=CC=CC2=CC=CC=C12)O